C(#N)C(CCCO)(C)SC(=S)CCCCCCCCCCCC 4-cyano-4-[(dodecylthiocarbonyl)thio]Amyl alcohol